C(C)(C)(C)OC(C)(Cl)Cl 1-(t-butyloxy)dichloroethane